Tert-Butyl ((1R,2R)-2-(4-((5-methyl-1,3,4-thiadiazol-2-yl)carbamoyl)thiophen-2-yl)cyclopropyl)carbamate CC1=NN=C(S1)NC(=O)C=1C=C(SC1)[C@H]1[C@@H](C1)NC(OC(C)(C)C)=O